N=1C(=CN2C1C=CC=C2)N2CC(C2)CN2C(C(C1=CC=C(C=C21)C(=O)NC2=CNC1=CC=CC=C21)(C)C)=O ((1-(imidazo[1,2-a]pyridin-2-yl)azetidin-3-yl)methyl)-N-(1H-indol-3-yl)-3,3-dimethyl-2-oxoindoline-6-carboxamide